7-((1H-imidazol-1-yl)methyl)-2-(6-methoxyquinazolin-4-yl)-5-(1-methyl-3-(trifluoromethyl)-1H-pyrazol-4-yl)-3,4-dihydroisoquinolin-1(2H)-one N1(C=NC=C1)CC1=CC(=C2CCN(C(C2=C1)=O)C1=NC=NC2=CC=C(C=C12)OC)C=1C(=NN(C1)C)C(F)(F)F